C(CCCCC)C(COP(OCC(CCCC)CCCCCC)(O)=O)CCCC di-(2-hexylhexyl)phosphoric acid